(4Z)-2,5-Dimethylocta-1,4-diene CC(=C)C\C=C(/CCC)\C